(R)-1-(4-fluorobenzyl)-3-(4-isobutoxybenzyl)-1-((1-isopropylpyrrolidin-3-yl)methyl)urea FC1=CC=C(CN(C(=O)NCC2=CC=C(C=C2)OCC(C)C)C[C@H]2CN(CC2)C(C)C)C=C1